2-ethyl-4-methyl-1,3-dioxolane C(C)C1OCC(O1)C